[Si](C)(C)(C(C)(C)C)OCC1=CC=C(C=C1)C=1N(C=C(N1)C(F)(F)F)C(C(=O)OC)C methyl 2-[2-[4-[[tert-butyl(dimethyl)silyl]oxymethyl]phenyl]-4-(trifluoromethyl)imidazol-1-yl]propanoate